2-amino-3-oxo-hexane NC(C)C(CCC)=O